(4-(1H-pyrazol-4-yl)benzyl)-2-(2-isopropylphenyl)-7,9-dihydro-8H-purin-8-one N1N=CC(=C1)C1=CC=C(CN2C3=NC(=NC=C3NC2=O)C2=C(C=CC=C2)C(C)C)C=C1